(E)-2-Fluoro-6-(2-fluoro-4-isopropyl-3,5-dimethoxystyryl)pyridine FC1=NC(=CC=C1)\C=C\C1=C(C(=C(C(=C1)OC)C(C)C)OC)F